4-iodo-1-(4-methoxybenzyl)-5-(2-methoxyvinyl)-1H-imidazole IC=1N=CN(C1C=COC)CC1=CC=C(C=C1)OC